(2-((3-(2,6-difluoro-3,5-dimethoxybenzoyl)-1H-pyrrolo[2,3-c]pyridin-5-yl)amino)-5-(4-ethylpiperazin-1-yl)phenyl)acrylamide sodium [Na].FC1=C(C(=O)C2=CNC3=CN=C(C=C32)NC3=C(C=C(C=C3)N3CCN(CC3)CC)C(C(=O)N)=C)C(=C(C=C1OC)OC)F